N-(2-(N,N-bis(2,4-dimethoxybenzyl)sulfamoyl)pyridin-4-yl)-5-chloro-6-cyclopropyl-2-(4,4-difluoroazepan-1-yl)nicotinamide COC1=C(CN(S(=O)(=O)C2=NC=CC(=C2)NC(C2=C(N=C(C(=C2)Cl)C2CC2)N2CCC(CCC2)(F)F)=O)CC2=C(C=C(C=C2)OC)OC)C=CC(=C1)OC